N-(2-methoxy-4-nitrophenyl)-2-fluoro-3-chlorobenzamide COC1=C(C=CC(=C1)[N+](=O)[O-])NC(C1=C(C(=CC=C1)Cl)F)=O